[I-].C(C)(C)(C)OC(=O)NC(CC[S+](C)C)C(NCC(F)(F)F)=O (3-((tert-butoxycarbonyl)amino)-4-oxo-4-((2,2,2-trifluoroethyl)amino)butyl)dimethylsulfonium iodide